Bis(2,5-dioxopyrrolidin-1-yl) 3,3'-thiodipropionate S(CCC(=O)ON1C(CCC1=O)=O)CCC(=O)ON1C(CCC1=O)=O